N1-(4-(((6-((2-(2,6-dioxopiperidin-3-yl)-1,3-dioxoisoindolin-4-yl)amino)hexyl)(methyl)amino)methyl)phenyl)-N8-hydroxyoctanediamide O=C1NC(CCC1N1C(C2=CC=CC(=C2C1=O)NCCCCCCN(C)CC1=CC=C(C=C1)NC(CCCCCCC(=O)NO)=O)=O)=O